(2s,4S)-2-(((R)-1-((4-chloro-1-methyl-1H-pyrazol-5-yl)methyl)-3-oxoisoindolin-2-yl)methyl)-5-oxa-7-azaspiro[3.4]octan-6-one ClC=1C=NN(C1C[C@H]1N(C(C2=CC=CC=C12)=O)CC1CC2(C1)OC(NC2)=O)C